seryl melissate C(CCCCCCCCCCCCCCCCCCCCCCCCCCCCC)(=O)OC([C@@H](N)CO)=O